4-methyl-1,3-thiazole-2-carboxylic acid CC=1N=C(SC1)C(=O)O